C(C1=CC=CC=C1)O[C@@H]1[C@@H](CC1)O (1R,2S)-2-(benzyloxy)cyclobutan-1-ol